C(C)(C)C1CN2C(O1)=CC=N2 2-isopropyl-2,3-dihydropyrazolo[5,1-b]Oxazole